NC=1C2=C(N=CN1)N(C(=C2C2=CC(=C(C(=O)NCC(C)C)C=C2)F)C=2C=NC(=C(C2C)F)C#C)C 4-(4-amino-6-(6-ethynyl-5-fluoro-4-methylpyridin-3-yl)-7-methyl-7H-pyrrolo[2,3-d]pyrimidin-5-yl)-2-fluoro-N-isobutylbenzamide